11-fluoro-13-(fluoromethyl)-5-methyl-6,7-dihydro-13H-1,15-ethenopyrazolo[4,3-f][1,10,4,8]benzodioxadiazacyclotridecin-4(5H)-one FC=1C=CC2=C(C(OC3=NC4=C(C(N(CCO2)C)=O)C=NN4C=C3)CF)C1